1,3-dimethyl-7-phenyl-3-(N,N-dimethylaminosulfonylmethyl)-2-oxo-indole CN1C(C(C2=CC=CC(=C12)C1=CC=CC=C1)(CS(=O)(=O)N(C)C)C)=O